N-(3-(1H-imidazol-1-yl)benzyl)-N-(3-methoxybenzyl)-4-((2-morpholinoethoxy)methyl)thiazol-2-amine N1(C=NC=C1)C=1C=C(CN(C=2SC=C(N2)COCCN2CCOCC2)CC2=CC(=CC=C2)OC)C=CC1